(S)-8-hydroxy-7-methoxy-1,2,3,10,11,11a-hexahydro-5H-benzo[e]pyrrolo[1,2-a][1,4]diazepine-5-one OC=1C(=CC2=C(NC[C@H]3N(C2=O)CCC3)C1)OC